C(C)N(C(OC(C)(C)C)=O)C1CCN(CC1)C1=C2C=NN(C2=C(C=C1)C(NC=1C(=C(C=2N(C1)C=C(N2)C)F)OC)=O)COCC[Si](C)(C)C tert-butyl N-ethyl-N-(1-[7-((8-fluoro-7-methoxy-2-methylimidazo[1,2-a]pyridin-6-yl)carbamoyl)-1-([2-(trimethylsilyl)ethoxy]methyl)-indazol-4-yl]piperidin-4-yl)carbamate